2-(4-cyclopropyl-6-methoxypyrimidin-5-yl)-N-(4-(1-(tetrahydro-2H-pyran-4-yl)-4-(trifluoromethyl)-1H-imidazol-2-yl)benzyl)imidazo[2,1-f][1,2,4]triazin-4-amine C1(CC1)C1=NC=NC(=C1C1=NN2C(C(=N1)NCC1=CC=C(C=C1)C=1N(C=C(N1)C(F)(F)F)C1CCOCC1)=NC=C2)OC